Methyl (S)-8-((((3-methoxybenzyl)oxy)carbonyl)amino)chromane-2-carboxylate COC=1C=C(COC(=O)NC=2C=CC=C3CC[C@H](OC23)C(=O)OC)C=CC1